C1(=CC=CC=C1)C1=CC(N(C=N1)C=C1CCN(CC12CCCC2)C(=O)N2C(CNCC2)C2=CC=CC=C2)=O 6-phenyl-3-((7-(2-phenylpiperazine-1-carbonyl)-7-azaspiro[4.5]dec-10-ylidene)methyl)pyrimidin-4(3H)-one